N-(1-(2-((1s,3s)-3-(2-aminopyrimidin-5-yl)cyclobutoxy)thiazol-5-yl)cyclobutyl)-2-methylpropane-2-sulfinamide NC1=NC=C(C=N1)C1CC(C1)OC=1SC(=CN1)C1(CCC1)NS(=O)C(C)(C)C